Cl.C1(CC1)[C@@H]1CN(CCC1)C1CCNCC1 |r| rac-3-Cyclopropyl-1,4'-bipiperidine hydrochloride